OC=1C=C(C=CC1O)C1OC2=C(O1)C=CC(=C2)C=O 2-(3',4'-dihydroxyphenyl)-1,3-benzodioxole-5-al